C([C@@H](O)CC(=O)O)(=O)O.O=C1NC(CCC1N1C(C2=CC=CC=C2C1=O)=O)=O 2-(2,6-dioxo-3-piperidinyl)isoindoline-1,3-dione L-malate